{1-[3-bromo-5-(difluoromethyl)phenyl]pyrazol-4-yl}methanol BrC=1C=C(C=C(C1)C(F)F)N1N=CC(=C1)CO